2-cyclopropoxy-5-(3-morpholinoazetidin-1-yl)aniline C1(CC1)OC1=C(N)C=C(C=C1)N1CC(C1)N1CCOCC1